OC=1C(=C(C=CC1)C1=NC(=CC=C1C(C)=O)N1C=NC2=C1C=CC(=C2)NC=2N=NC(=CC2)C)OC 2-(3-hydroxy-2-methoxy-phenyl)-6-[5-[(6-methylpyridazin-3-yl)amino]benzimidazol-1-yl]-3-pyridyl-ethanone